OCCN(CCC[C]C(=O)[Si](OCC)(OCC)OCC)CCO N,N-bis(2-hydroxyethyl)-3-aminopropyl-triethoxysilanecarbonyl-carbon